CC(=O)N[C@@H]1[C@H]([C@@H]([C@H](O[C@@H]1O[C@H]2[C@@H]([C@H]([C@@H](O[C@@H]2C(=O)O)O)O)O)CO)O)O The molecule is an amino disaccharide consisting of 2-acetamido-2-deoxy-alpha-D-glucopyranose and-beta-D-glucopyranuronic acid residues joined in sequence by a (1->4) glycosidic bond. It is an amino disaccharide, a member of acetamides and a monocarboxylic acid. It derives from a beta-D-glucuronic acid and a N-acetyl-alpha-D-glucosamine.